(2,3-dimethylphenyl)urea CC1=C(C=CC=C1C)NC(=O)N